O=[NH2+] Oxoammonium